COC1=C(C(=CC2=C1C1=CC=C(C(C=C1[C@H](CC2)NC(C)=O)=O)N2N=C(C=C2)C)OC)OC (S)-N-{1,2,3-trimethoxy-10-(3-methyl-1H-pyrazol-1-yl)-9-oxo-5,6,7,9-tetrahydrobenzo[a]heptalen-7-yl}acetamide